1,4-bis(3-aminophenoxy)-benzene NC=1C=C(OC2=CC=C(C=C2)OC2=CC(=CC=C2)N)C=CC1